C(CCCCCCCCCCCCC)C(CN1C(C2=CN(C(C2=C1)=O)CC(CCCCCCCCCCCCCCCC)CCCCCCCCCCCCCC)=O)CCCCCCCCCCCCCCCC N,N'-bis(2-tetradecyl-octadecyl)-pyrrolo[3,4-C]pyrrole-1,4-dione